(S)-1-(6-((2-(2-fluoro-6-methoxyphenyl)pyrimidin-4-yl)amino)-6'-(tetrahydro-2H-pyran-4-yl)-[3,3'-bipyridin]-4-yl)piperidin-3-ol FC1=C(C(=CC=C1)OC)C1=NC=CC(=N1)NC1=CC(=C(C=N1)C=1C=NC(=CC1)C1CCOCC1)N1C[C@H](CCC1)O